β-phenylacrylic acid C1(=CC=CC=C1)C=CC(=O)O